The molecule is a ten-membered branched glucosamine oligosaccharide consisting of two alpha-Neu5Pr-(2->3)-beta-D-Gal-(1->4)-[beta-D-Glc-(1->6)]-beta-D-GlcNAc-(1->3)-beta-D-Gal units connected via a beta-(1->4) linkage from the galactose to the glucose. CCC(=O)N[C@@H]1[C@H](C[C@@](O[C@H]1[C@@H]([C@@H](CO)O)O)(C(=O)O)O[C@H]2[C@H]([C@H](O[C@H]([C@@H]2O)O[C@@H]3[C@H](O[C@H]([C@@H]([C@H]3O)NC(=O)C)O[C@H]4[C@H]([C@H](O[C@H]([C@@H]4O)O[C@@H]5[C@H](O[C@H]([C@@H]([C@H]5O)O)OC[C@@H]6[C@H]([C@@H]([C@H]([C@@H](O6)O[C@H]7[C@H]([C@H](O[C@H]([C@@H]7O)O)CO)O)NC(=O)C)O)O[C@H]8[C@@H]([C@H]([C@H]([C@H](O8)CO)O)O[C@@]9(C[C@@H]([C@H]([C@@H](O9)[C@@H]([C@@H](CO)O)O)NC(=O)CC)O)C(=O)O)O)CO)CO)O)CO[C@H]1[C@@H]([C@H]([C@@H]([C@H](O1)CO)O)O)O)CO)O)O